Cl.C1(CC1)CSC=1C=2N(C=CC1)C(=NC2)C(C)(C)N 2-(8-((cyclopropylmethyl)thio)imidazo[1,5-a]pyridin-3-yl)propan-2-amine hydrochloride